3-((3-exo)-3-((7-methyl-4-((5-methyl-1H-pyrazol-3-yl)amino)thieno[3,2-d]pyrimidin-2-yl)amino)-8-azabicyclo[3.2.1]oct-8-yl)propionitrile CC1=CSC2=C1N=C(N=C2NC2=NNC(=C2)C)NC2CC1CCC(C2)N1CCC#N